N2-[7-fluoro-4-methyl-8-(2,3,4,7-tetrahydro-1H-azepin-5-yl)chroman-6-yl]-N4,6-dimethyl-pyrimidine-2,4-diamine FC1=C(C=C2C(CCOC2=C1C=1CCCNCC1)C)NC1=NC(=CC(=N1)NC)C